C1(CC1)OC=1C=C(C=CC1)C1=CC(=NN1C1=C(C=CC=C1)OCC)C(=O)OC Methyl 5-(3-cyclopropoxyphenyl)-1-(2-ethoxyphenyl)-1H-pyrazole-3-carboxylate